6-ethyl-pyrazolo[1,5-a]pyridine C(C)C=1C=CC=2N(C1)N=CC2